3-(1-(2-azabicyclo[2.1.1]hexan-5-yl)-2-(1-(cyclopropanecarbonyl)-4-phenylpyrrolidin-2-yl)-7-(2,3-dichlorophenyl)-6-fluoro-4-methyl-1H-pyrrolo[3,2-c]quinolin-8-yl)propanenitrile C12NCC(C1N1C(=CC=3C(=NC=4C(=C(C(=CC4C31)CCC#N)C3=C(C(=CC=C3)Cl)Cl)F)C)C3N(CC(C3)C3=CC=CC=C3)C(=O)C3CC3)C2